C(C)(C)N1N=C(N=C1C1[C@H]2CC(C[C@@H]12)=O)C1CCC(CC1)C(F)(F)F (1R,5S,6r)-6-(1-isopropyl-3-((1R,4R)-4-(trifluoromethyl)cyclohexyl)-1H-1,2,4-triazol-5-yl)bicyclo[3.1.0]hexan-3-one